C(\C=C\C(=O)OCC)(=O)OC1CCC(CC1)C(C)(C)C (4-tert-butylcyclohexyl) ethyl fumarate